diphosphonium azide [N-]=[N+]=[N-].[PH4+].[PH4+].[N-]=[N+]=[N-]